C(CC(C)C)N(C(=O)OCC=1C(=NOC1C1=CC=C(O[C@@H]2C[C@H](CCC2)CC(=O)O)C=C1)C)C |r| (±)-(trans)-2-(3-(4-(4-(((isopentyl-(methyl)carbamoyl)oxy)methyl)-3-methylisoxazol-5-yl)phenoxy)cyclohexyl)acetic acid